C12CCC(CC1)N2CC(=O)NC=2N=CC1=CC=C(C=C1C2)C=2SC(=NN2)C 2-(7-azabicyclo[2.2.1]hept-7-yl)-N-(6-(5-methyl-1,3,4-thiadiazol-2-yl)isoquinolin-3-yl)acetamide